OC=1C2=C(N=C(N1)SC)CN(CC2)C(=O)OCC2=CC=CC=C2 benzyl 4-hydroxy-2-(methylthio)-5,8-dihydropyrido[3,4-d]pyrimidine-7(6H)-carboxylate